ClC1=C(C=CC=2C3=C(NC12)CCN(C3C)C(=O)C3=NC=C(C(=N3)OC)C)Cl (6,7-dichloro-1-methyl-1,3,4,5-tetrahydro-2H-pyrido[4,3-b]indol-2-yl)(4-methoxy-5-methylpyrimidin-2-yl)methanone